(R)-1-benzyl-3-(methyl-d3)piperidin-3-ol C(C1=CC=CC=C1)N1C[C@@](CCC1)(O)C([2H])([2H])[2H]